5-nitro-L-tryptophan [N+](=O)([O-])C1=CC=C2NC=C(C[C@H](N)C(=O)O)C2=C1